ClC=1C=C(C=CC1CN1C[C@H](CCC1)[C@](CO)(C)O)NC(=O)C=1C(=NN(C1)C1=CC=C(C=C1)F)C N-[3-chloro-4-({(3S)-3-[(2S)-1,2-dihydroxypropan-2-yl]piperidin-1-yl}methyl)phenyl]-1-(4-fluorophenyl)-3-methyl-1H-pyrazole-4-carboxamide